4-epoxy-6-methyl-cyclohexaneformic acid CC1CC(CC2C1O2)C(=O)O